N-(4-methoxybenzyl)-N-methylsulfamoyl-4-((4-(pentafluoro-λ6-sulfanyl)phenyl)amino)benzamidine COC1=CC=C(CN(C(C2=CC=C(C=C2)NC2=CC=C(C=C2)S(F)(F)(F)(F)F)=N)S(NC)(=O)=O)C=C1